CC(CS)C L-2-Methyl(propyl)sulfan